ClC1=NC(=C2N=CN(C2=N1)[C@H]1[C@@H]([C@@H]([C@H](O1)COCP(O)(O)=O)O)O)N[C@H](C)C1=CC=CC=C1 [(2R,3S,4R,5R)-5-[2-chloro-6-[[(1R)-1-phenylethyl]amino]-purin-9-yl]-3,4-dihydroxy-tetrahydro-furan-2-yl]methoxy-methylphosphonic acid